(S)-2-(4-Nitrophenyl)-1-(2-phenylthiazol-4-yl)ethylamine hydrobromide Br.[N+](=O)([O-])C1=CC=C(C=C1)C[C@@H](C=1N=C(SC1)C1=CC=CC=C1)N